6-amino-2-(3,5-dichloro-4-((5-(1-cyclopropylethyl)-6-hydroxypyridin-3-yl)oxy)-2-fluorophenyl)-1,2,4-triazine-3,5(2h,4h)-dione NC=1C(NC(N(N1)C1=C(C(=C(C(=C1)Cl)OC=1C=NC(=C(C1)C(C)C1CC1)O)Cl)F)=O)=O